3-[2-(1-phenylcyclopentoyl)-1,2,3,4-tetrahydroisoquinolin-5-yl]-3-(1,4-dimethylbenzotriazol-5-yl)propionic acid C1(=CC=CC=C1)C1(CCCC1)C(=O)N1CC2=CC=CC(=C2CC1)C(CC(=O)O)C1=C(C2=C(N(N=N2)C)C=C1)C